(R)-2-(3-(3-(fluoro(4-methyl-4H-1,2,4-triazol-3-yl)methyl)oxetan-3-yl)phenyl)-6-(piperidin-1-ylmethyl)-4-(trifluoromethyl)isoindolin-1-one F[C@H](C1(COC1)C=1C=C(C=CC1)N1C(C2=CC(=CC(=C2C1)C(F)(F)F)CN1CCCCC1)=O)C1=NN=CN1C